Methyl 6-chloro-7-(naphthalen-1-ylmethyl)-5-oxo-8-(3-(trifluoromethyl)phenyl)-2,3-dihydro-5H-thiazolo[3,2-a]pyridine-3-carboxylate ClC1=C(C(=C2N(C1=O)C(CS2)C(=O)OC)C2=CC(=CC=C2)C(F)(F)F)CC2=CC=CC1=CC=CC=C21